N[C@]1([C@@H](CN(C1)S(NCCN)(=O)=O)CCCB(O)O)C(=O)OCC |r| (rac)-(3-(trans-4-amino-1-(N-(2-aminoethyl)sulfamoyl)-4-(ethoxycarbonyl)pyrrolidin-3-yl)propyl)boronic acid